C1(CC1)C1(CN(C1)S(=O)(=O)N1C[C@H](CCC1)C(=O)N1[C@H](CCC1)C(=O)NCC1=C(C=C(C=C1)C(F)(F)F)F)O 1-(((3S)-1-((3-cyclopropyl-3-hydroxy-1-azetidinyl)sulfonyl)-3-piperidinyl)carbonyl)-N-(2-fluoro-4-(trifluoromethyl)benzyl)-D-prolinamide